ClC1=C(OCC[C@H](C(=O)O)C)C=CC=C1C=1N(C2=NC=NC(=C2N1)OC1(CC1)C)CC1=C(C=CC(=C1)C)OC (R)-4-(2-chloro-3-(9-(2-methoxy-5-methylbenzyl)-6-(1-methylcyclopropoxy)-9H-purin-8-yl)phenoxy)-2-methylbutanoic acid